9-vinyl-anthracene borate B(O)(O)O.C(=C)C=1C2=CC=CC=C2C=C2C=CC=CC12